C1(C=2C(C(N1C(C)S(=O)(=O)[O-])=O)=CC=CC2)=O.[K+] potassium phthalimidoethanesulphonate